(2S,3R)-2-phenyl-3-propionylspiro[cyclopropane-1,2'-indene]-1',3'-dione C1(=CC=CC=C1)[C@@H]1[C@H](C12C(C1=CC=CC=C1C2=O)=O)C(CC)=O